N-allyl-8-chloronaphthalen-1-amine C(C=C)NC1=CC=CC2=CC=CC(=C12)Cl